CN1C(=NC2=C(C=C(C=C2C1=O)C)C(C)NC1=C(C(=O)O)C=CC=C1)N1C[C@H]2C([C@H]2C1)C(NC)=O 2-((1-(3,6-dimethyl-2-((1R,5S,6R)-6-(methylcarbamoyl)-3-azabicyclo[3.1.0]hexan-3-yl)-4-oxo-3,4-dihydroquinazolin-8-yl)ethyl)amino)benzoic acid